(S)-2-amino-pentanoic acid N[C@H](C(=O)O)CCC